NC1=NC=NC=2C3=C(CC4(CCCC4)C12)C(=C(C=C3)O[C@@H]3CC[C@@H](CC3)N)N(CCO)C 2-[[4-amino-8-(cis-4-aminocyclohexoxy)spiro[6H-benzo[h]quinazoline-5,1'-cyclopentane]-7-yl]-methyl-amino]ethanol